triammonium trichloride [Cl-].[Cl-].[Cl-].[NH4+].[NH4+].[NH4+]